NCCNC(CO)(C)C1=CC=CC=C1 2-[(2-aminoethyl)amino]-2-phenylpropan-1-ol